OC1=C(C(=CC(=C1)C)C)C1=CC=C(N=N1)N1C[C@@H](OCC1)C(=O)NC (2R)-4-[6-(2-hydroxy-4,6-dimethylphenyl)pyridazin-3-yl]-N-methylmorpholine-2-carboxamide